N-(cyclopropylmethyl)-N'-(2-hydroxycycloheptyl)oxamide C1(CC1)CNC(=O)C(=O)NC1C(CCCCC1)O